N[C@H](C(=O)O)CCN(C=1C=C(C=CC1)C)C (S)-2-amino-4-(methyl(m-tolyl)amino)butanoic acid